ClC1=C(C=C2NC=3CC(CC(C3C(C2=C1)=O)=O)C=1N=C(SC1)C1=CC(=CC=C1)OC(F)(F)F)OC 7-chloro-6-methoxy-3-(2-(3-(trifluoromethoxy)phenyl)thiazol-4-yl)-3,4-dihydroacridine-1,9(2H,10H)-dione